BrC1=CC=C2C(=NC(=NC2=C1F)OC[C@]12CCCN2C[C@@H](C1)F)N1C[C@H]2CC[C@@H](C1)N2C(=O)OC(C)(C)C tert-butyl (1R,5S)-3-(7-bromo-8-fluoro-2-(((2R,7aS)-2-fluorotetrahydro-1H-pyrrolizin-7a(5H)-yl) methoxy) quinazolin-4-yl)-3,8-diazabicyclo[3.2.1]octane-8-carboxylate